FC=1C(=C(C=CC1)C1(CC(CC1)C1=CC=C(C=C1)C(=O)OC)C(=O)O)C 1-(3-fluoro-2-methylphenyl)-3-(4-(methoxycarbonyl)phenyl)cyclopentane-1-carboxylic acid